benzyl 5-(3-(((2-hydroxyethyl)sulfonyl) methyl)oxetan-3-yl)-2-(3-((S)-3-methoxy-2-methyl-3-oxopropyl)phenyl)-2-(methyl-d3)pentanoate OCCS(=O)(=O)CC1(COC1)CCCC(C(=O)OCC1=CC=CC=C1)(C([2H])([2H])[2H])C1=CC(=CC=C1)C[C@@H](C(=O)OC)C